N-(1-phenylethyl)-3-(pyrrolidin-1-yl)propanamide C1(=CC=CC=C1)C(C)NC(CCN1CCCC1)=O